deoxy-ribose lithium [Li].O=CC[C@H](O)[C@H](O)CO